COC(CNC1=C(C=CC=C1CC)C)C N-(2-methoxypropyl)-2-methyl-6-ethylaniline